BrC=1C(=C2C=CN(C2=C(C1)C)S(=O)(=O)C1=CC=C(C)C=C1)CCl 5-bromo-4-(chloromethyl)-7-methyl-1-tosyl-1H-indole